C(C)(C)(C)N1N=NC(=C1)C(=O)N[C@@H]1C2=C(CN(CC1)[C@@H]1COCC1)C=C(C=C2)C2=NC(=NC=C2)NC=2C=NN(C2)C |o1:19| 1-(tert-butyl)-N-((S)-8-(2-((1-methyl-1H-pyrazol-4-yl)amino)pyrimidin-4-yl)-2-((S*)-tetrahydrofuran-3-yl)-2,3,4,5-tetrahydro-1H-benzo[c]azepin-5-yl)-1H-1,2,3-triazole-4-carboxamide